NC1=C(C=CC(=C1)OC(F)(F)F)C(=O)N1CCC(CC1)C1=C2C(=NC=C1)NC(=N2)C2CCC(CC2)(C(F)(F)F)O [2-amino-4-(trifluoromethoxy)phenyl]-[4-[2-[4-hydroxy-4-(trifluoromethyl)cyclohexyl]-3H-imidazo[4,5-b]pyridin-7-yl]-1-piperidyl]methanone